4,5,6,7-tetrachloro-3',6'-dihydroxyspiro[2-benzofuran-3,9'-xanthene]-1-one ClC1=C(C(=C(C=2C(OC3(C4=CC=C(C=C4OC=4C=C(C=CC34)O)O)C21)=O)Cl)Cl)Cl